3,3-difluoro-2-oxocyclopentane-1-carboxylic acid methyl ester COC(=O)C1C(C(CC1)(F)F)=O